C(C)OC(=O)C1(CC(=NO1)C1=CC=C(C=C1)C)C(=O)OCC 3-(p-tolyl)isoxazole-5,5(4H)-dicarboxylic acid diethyl ester